Tert-butyl 4-[4-[4-[4-[4-amino-3-(4-phenoxyphenyl)pyrazolo[3,4-d]pyrimidin-1-yl]-1-piperidyl]-1-piperidyl]-1-piperidyl]piperidine-1-carboxylate NC1=C2C(=NC=N1)N(N=C2C2=CC=C(C=C2)OC2=CC=CC=C2)C2CCN(CC2)C2CCN(CC2)C2CCN(CC2)C2CCN(CC2)C(=O)OC(C)(C)C